(R)-5-(2-fluoro-6-hydroxy-4-(((1-isopentylpiperidin-3-yl)amino)methyl)phenyl)-1,2,5-thiadiazolidin-3-one 1,1-dioxide FC1=C(C(=CC(=C1)CN[C@H]1CN(CCC1)CCC(C)C)O)N1CC(NS1(=O)=O)=O